N-(2-((2-(dimethylamino)ethyl)(methyl)amino)-4-methoxy-5-((8-methyl-7-oxo-6-(pyridin-3-yl)-7,8-dihydropyrido[2,3-d]pyrimidin-2-yl)amino)phenyl)acrylamide CN(CCN(C1=C(C=C(C(=C1)OC)NC=1N=CC2=C(N1)N(C(C(=C2)C=2C=NC=CC2)=O)C)NC(C=C)=O)C)C